COC(=O)C1=NC2=CC=CC=C2C(=C1)OCC1=CC=C(C=C1)C1=CC=CC=C1 4-([1,1'-Biphenyl]-4-ylmethoxy)quinoline-2-carboxylic acid methyl ester